COC=1C=2N(C=C(N1)C)N=C(C2)C=2N=C1N(C(C2)=O)C=C(C=C1)N1CCN(CC1)C 2-(4-methoxy-6-methylpyrazolo[1,5-a]pyrazin-2-yl)-7-(4-methylpiperazin-1-yl)-4H-pyrido[1,2-a]pyrimidin-4-one